C(C)S(=O)(=O)C1=CC(=C(C=C1)CCO)F 2-(4-(ethylsulfonyl)-2-fluorophenyl)ethanol